S1C(=CC(=C1)CC(=O)O)CC(=O)O 4-thiophenediacetic acid